CSSC1CN(CC1)C=1C2=C(N=CN1)NN=N2 7-[3-(methyldithio)pyrrolidin-1-yl]-3H-[1,2,3]triazolo[4,5-d]pyrimidine